F[C@@H]1CN(CC[C@H]1NC1=NN2C(C(=N1)OC)=C(C=C2[2H])C=2C=CC1=C(N(N=N1)CCF)C2)C2COC2 N-((3R,4R)-3-fluoro-1-(oxetan-3-yl)piperidin-4-yl)-5-(1-(2-fluoroethyl)-1H-benzo[d][1,2,3]triazol-6-yl)-4-methoxypyrrolo[2,1-f][1,2,4]triazin-7-d-2-amine